Tert-butyl (S)-(+)-2-(4-(4-chlorophenyl)-2,3,9-trimethyl-6H-thieno[3,2-f][1,2,4]triazolo[4,3-a][1,4]diazepin-6-yl)acetate ClC1=CC=C(C=C1)C1=N[C@H](C=2N(C3=C1C(=C(S3)C)C)C(=NN2)C)CC(=O)OC(C)(C)C